N1=CC=C(C=C1)C=1C(=NN(C1)CC(F)(F)F)C1=CC=C(OCC2(NC3=CC=CC=C3C=C2)C(CC(=O)O)C(=O)O)C=C1 2-{4-[pyridin-4-yl-1-(2,2,2-trifluoroethyl)-1H-pyrazol-3-yl]phenoxymethyl}quinolinesuccinic acid